CS(=O)(=O)C1=CC=C(C=C1)C1=NN2C(=NC=3C=CC=CC3C2=N1)NC=1C(N=CC=CC1)=O (3R,R)-3-({2-[4-(S-methylsulfonyl)phenyl][1,2,4]triazolo[1,5-c]quinazolin-5-yl}amino)azepin-2-one